17,19-dimethoxyandrost-5-en-3-ol COC1[C@]2(C)[C@@H](CC1)[C@@H]1CC=C3CC(CC[C@]3(COC)[C@H]1CC2)O